glycolic acid, monosodium salt [Na+].C(CO)(=O)[O-]